((2-(((S)-1-((S)-2-((4-bromobenzyl)(methyl)carbamoyl)pyrrolidin-1-yl)-3,3-dimethyl-1-oxobutan-2-yl)carbamoyl)benzo[b]thiophen-5-yl)difluoromethyl)phosphonic acid BrC1=CC=C(CN(C(=O)[C@H]2N(CCC2)C([C@H](C(C)(C)C)NC(=O)C2=CC3=C(S2)C=CC(=C3)C(F)(F)P(O)(O)=O)=O)C)C=C1